C1(CCCC1)C(CC#N)N1N=CC(=C1)[N+](=O)[O-] 3-cyclopentyl-3-(4-nitro-1H-pyrazol-1-yl)propionitrile